1,3-butylene carbonate C1(OCCC(C)O1)=O